N-(3-(diethylamino)propyl)-3-((4-chlorophenyl)amino)quinoxaline-2-carboxamide C(C)N(CCCNC(=O)C1=NC2=CC=CC=C2N=C1NC1=CC=C(C=C1)Cl)CC